2-(2-ethoxycarbonylacetamido)-benzoic acid methyl ester COC(C1=C(C=CC=C1)NC(CC(=O)OCC)=O)=O